CO[C@H]1[C@@H](OC2=CC(=CC(=C2C1=O)OCOC)OCOC)C1=CC(=C(C(=C1)OCOC)OCOC)OCOC (trans)-3-methoxy-5,7-bis(methoxymethoxy)-2-(3,4,5-tris(methoxymethoxy)phenyl)chroman-4-one